2-(2-fluoro-4-(methylthio)phenylamino)thieno[2,3-b]pyridine-3-carboxylic acid FC1=C(C=CC(=C1)SC)NC1=C(C=2C(=NC=CC2)S1)C(=O)O